4-(Tert-butyl)-N-(3-(6-((4-(4-(2-chloroacetyl)piperazine-1-carbonyl)phenyl)amino)-4-methyl-5-oxo-4,5-dihydropyrazin-2-yl)-2-methylphenyl)benzamide C(C)(C)(C)C1=CC=C(C(=O)NC2=C(C(=CC=C2)C=2N=C(C(N(C2)C)=O)NC2=CC=C(C=C2)C(=O)N2CCN(CC2)C(CCl)=O)C)C=C1